CC1=C(CC(C)N)C=CC=C1 2,α-dimethylphenethylamine